The molecule is a phosphorus hydride consisting of a single pentavalent phosphorus carrying five hydrogens. The parent hydride of the phosphorane class. It is a member of phosphoranes, a phosphorus hydride and a mononuclear parent hydride. [PH4+]